FC1=CC2=C(N=C(O2)N2C[C@H](N(C[C@@H]2C)C(=O)OC2CC3(CN(C3)CC3=CC=CC=C3)C2)C)C=C1 2-benzyl-2-azaspiro[3.3]heptan-6-yl (2R,5S)-4-(6-fluoro-1,3-benzoxazol-2-yl)-2,5-dimethylpiperazine-1-carboxylate